ethyl-4-nitro-1H-pyrazole C(C)N1N=CC(=C1)[N+](=O)[O-]